B([O-])([O-])[O-].C(C)C(C(=O)[O-])CCCC.[Ni+2].N1=C(C=CC=C1)CC(=O)NC=1SC(=NN1)S[C@@H]1C[C@H](CC1)C=1SC(=NN1)NC(CC1=NC=CC=C1)=O.[Ni+2] trans-2-(pyridin-2-yl)-N-(5-(3-(5-(2-(pyridin-2-yl)acetylamino)-1,3,4-thiadiazol-2-yl)cyclopentylmercapto)-1,3,4-thiadiazol-2-yl)acetamide nickel(II) 2-ethylhexanoate borate